CN(C(=O)[C@@H]1CN(CC1)C1=CC=C(C=C1)[N+](=O)[O-])C (S)-1-(4-nitro-phenyl)-pyrrolidine-3-carboxylic acid dimethylamide